FC=1C=C(C=CC1NC1=NC=C(C=N1)C1CC(C1)CN1C(C=CC(=C1)C1N(CCC1)C)=O)S(=O)(=O)NC(OC(C)(C)C)=O tert-butyl ((3-fluoro-4-((5-((1s,3s)-3-((5-(1-methylpyrrolidin-2-yl)-2-oxopyridin-1(2H)-yl)methyl)cyclobutyl)pyrimidin-2-yl)amino)phenyl)sulfonyl)carbamate